BrC=1C=C2C=CN(C(C2=CC1F)=O)CC[C@@H]1[C@H](CCCC1)NC(OC(C)(C)C)=O tert-butyl N-[(1S,2R)-2-[2-(6-bromo-7-fluoro-1-oxo-2-isoquinolyl)ethyl]cyclohexyl]carbamate